(benzyloxy)-1-(2,4-bis(benzyloxy)-6-((3-methylbut-2-en-1-yl)oxy)phenyl)ethan-1-one C(C1=CC=CC=C1)OCC(=O)C1=C(C=C(C=C1OCC=C(C)C)OCC1=CC=CC=C1)OCC1=CC=CC=C1